N1S(C=CC2=C1C=CC=C2)(=O)=O benzo[c][1,2]thiazine-2,2-dioxide